FC=1C=NC=NC1 5-fluoropyrimidine